CC(CCCCCC)(SSC=1SC(=NN1)SSC(CCCCCC)(C)C)C 2,5-bis(1,1-dimethylheptyl-dithio)-1,3,4-thiadiazole